S1C(=NN=C1)C1=CC=CC=C1C(=O)N 1,3,4-thiadiazol-2-benzamide